2-(((R)-1-(3-Fluoropropyl)pyrrolidin-3-yl)methyl)-5-((1S,3R)-3-methyl-2-(2,2,2-trifluoroethyl)-2,3,4,9-tetrahydro-1H-pyrido[3,4-b]indol-1-yl)thiazole FCCCN1C[C@H](CC1)CC=1SC(=CN1)[C@H]1N([C@@H](CC2=C1NC1=CC=CC=C21)C)CC(F)(F)F